BrC=1C=C(C=NC1)OCC(C)=O 1-((5-bromopyridin-3-yl)oxy)propan-2-one